Cl.N1CCC(CC1)C(=O)N 4-piperidinecarboxamide hydrochloride